C(CCCCC)N(CCO)CCCCCCCC\C=C/C\C=C/CCCCC 2-(hexyl-((9Z,12Z)-octadeca-9,12-dien-1-yl)amino)ethan-1-ol